C(C)(C)(C)OC(=O)N1CCC(CC1)N1C(N(C=2C(C1)=CN(N2)C)C(C)C2=C(C=CC=C2)C(F)(F)F)=O 4-{2-Methyl-6-oxo-7-[1-(2-trifluoromethyl-phenyl)-ethyl]-2,4,6,7-tetrahydro-pyrazolo[3,4-d]pyrimidin-5-yl}-piperidine-1-carboxylic acid tert-butyl ester